6-(5-((S)-1-(3-chloro-5-(trifluoromethyl)benzamido)ethyl)-3-methyl-1H-1,2,4-triazol-1-yl)-N-(ethyl(oxo)(propyl)-λ6-sulfanylidene)nicotinamide ClC=1C=C(C(=O)N[C@@H](C)C2=NC(=NN2C2=NC=C(C(=O)N=S(CCC)(=O)CC)C=C2)C)C=C(C1)C(F)(F)F